triethoxysilylpropyl-N,N,N-trimethylammonium C(C)O[Si](OCC)(OCC)CCC[N+](C)(C)C